ClC1=C(C#N)C(=CC=N1)NC1=CC2=C(N(C(N2CCC(C)(C)O)=O)C)C=C1F 2-Chloro-4-((6-fluoro-3-(3-hydroxy-3-methylbutyl)-1-methyl-2-oxo-2,3-dihydro-1H-benzo[d]imidazol-5-yl)amino)nicotinonitril